S1C=C(C=C1)C1=CC=CC(=N1)C=O 6-(3-thiophenyl)pyridine-2-carbaldehyde